CC1(CC(=O)C2=C(C3=C(C(=C(C=C3C=C2O1)O)C4=C5C(=C(C6=C4C=C(C=C6OC)OC)O)C(=O)CC(O5)(C)O)OC)O)O The molecule is a dimeric naphtho-gamma-pyrone with formula C31H28O12, originally isolated from Aspergillus niger It has a role as an Aspergillus metabolite and a marine metabolite. It is an aromatic ether, an aromatic ketone, a biaryl, a cyclic hemiketal, a cyclic ketone, a naphtho-gamma-pyrone and a polyphenol.